N1(N=CC=C1)COC1=NN(C=C1NC1=NC=C(C=N1)C1=CC(=C(C#N)C=C1)O[C@H](CN1N=NN=C1)C)C1CCC(CC1)N1CCOCC1 4-(2-((3-((1H-pyrazol-1-yl)methoxy)-1-((1r,4r)-4-morpholinocyclohexyl)-1H-pyrazol-4-yl)amino)pyrimidin-5-yl)-2-(((S)-1-(1H-tetrazol-1-yl)propan-2-yl)oxy)benzonitrile